N-(5-methylbenzo[d][1,3]thiazepin-2-yl)benzamide CC=1C2=C(N=C(SC1)NC(C1=CC=CC=C1)=O)C=CC=C2